COC1=CC(=CC(=N1)[C@@]1(CC(=NO1)C1=CC(=C(C(=O)NCC(NCC(F)(F)F)=O)C=C1)C)C(F)(F)F)C(F)(F)F |o1:8| rel-(S)-4-(5-(6-methoxy-4-(trifluoromethyl)pyridin-2-yl)-5-(trifluoromethyl)-4,5-dihydroisoxazol-3-yl)-2-methyl-N-(2-oxo-2-((2,2,2-trifluoroethyl)amino)ethyl)benzamide